4-[2-{[1-(cyclobutylmethyl)-1H-pyrazolo[4,3-c]pyridin-6-yl]amino}-6-(pyrrolidin-1-yl)pyrimidin-4-yl]-N-(2-methoxyethyl)piperazine-1-carboxamide C1(CCC1)CN1N=CC=2C=NC(=CC21)NC2=NC(=CC(=N2)N2CCN(CC2)C(=O)NCCOC)N2CCCC2